BrC=1C=2C3=C(NC2C(=C(C1)Cl)Cl)C(CNC(C3)=O)CCO 10-bromo-7,8-dichloro-5-(2-hydroxyethyl)-3,4,5,6-tetrahydroazepino[4,5-b]indol-2(1H)-one